N1C(=NC2=C1C=CC=C2)C2=CC(=NN2C)NC(C2=CC=C(C=C2)N2CCN(CC2)CCO)=O N-[5-(1H-benzimidazol-2-yl)-1-methyl-pyrazol-3-yl]-4-[4-(2-hydroxy-ethyl)piperazin-1-yl]benzamide